[C@H]12CN(C[C@H](CC1)N2)C2=NC(=NC1=C(C(=C(C=C21)Cl)C2=C(C=C(C1=C2N=C(O1)N)F)F)F)OC[C@]12CCCN2C[C@@H](C1)F 4-(4-((1R,5S)-3,8-diazabicyclo[3.2.1]octan-3-yl)-6-chloro-8-fluoro-2-(((2R,7aS)-2-fluorotetrahydro-1H-pyrrolizin-7a(5H)-yl)methoxy)quinazolin-7-yl)-5,7-difluorobenzo[d]oxazol-2-amine